NC1=C2C(=NC=N1)N(N=C2C2=CC=C(C=C2)OC2=CC=CC=C2)[C@H]2CN(CCC2)N2CCC(CC2)C=O (R)-(3-(4-amino-(4-phenoxyphenyl)-1H-pyrazolo[3,4-d]pyrimidin-1-yl)piperidin-1-yl)-4-piperidinemethanone